N-[[4-[6-[4-[[4-[4-[(2,6-dioxo-3-piperidyl)amino]phenyl]-1-piperidyl]methyl]phenyl]pyrrolo[2,1-f][1,2,4]triazin-4-yl]-2-methyl-phenyl]methyl]-2-fluoro-4-methyl-benzamide O=C1NC(CCC1NC1=CC=C(C=C1)C1CCN(CC1)CC1=CC=C(C=C1)C=1C=C2C(=NC=NN2C1)C1=CC(=C(C=C1)CNC(C1=C(C=C(C=C1)C)F)=O)C)=O